ClC=1C=C2C(=NC1C1=CC=C(C=C1)C1=CC=C(C=C1)CN1CC(C1)CS(=O)(=O)C)N=C(N2)OC2CCC(CC2)C(=O)O (1s,4s)-4-((6-chloro-5-(4'-((3-((methylsulfonyl)methyl)azetidin-1-yl)methyl)-[1,1'-biphenyl]-4-yl)-1H-imidazo[4,5-b]pyridin-2-yl)oxy)cyclohexane-1-carboxylic acid